N-(2-isopropyl-2-methyl-6-morpholino-3H-benzofuran-5-yl)pyrazolo[1,5-a]pyrimidine-3-carboxamide C(C)(C)C1(OC2=C(C1)C=C(C(=C2)N2CCOCC2)NC(=O)C=2C=NN1C2N=CC=C1)C